N-(2,3,5-tribromophenyl)benzamide BrC1=C(C=C(C=C1Br)Br)NC(C1=CC=CC=C1)=O